dicyclohexyl-(6-(3,5-dimethylisoxazol-4-yl)-1-tosyl-1H-pyrrolo[3,2-b]pyridin-3-yl)methanol C1(CCCCC1)C(O)(C1=CN(C=2C1=NC=C(C2)C=2C(=NOC2C)C)S(=O)(=O)C2=CC=C(C)C=C2)C2CCCCC2